ethyl (E)-3-(7-methoxy-1-methyl-benzotriazol-5-yl)prop-2-enoate COC1=CC(=CC2=C1N(N=N2)C)/C=C/C(=O)OCC